CC1(CC2(C3=C(C=CC(=C13)C)C)C1=CC=CC=C1C=1C=CC(=CC12)C=1C2=CC=CC=C2C(=C2C=CC=CC12)C1=CC=CC2=CC=CC=C12)C 3',3',4',7'-tetramethyl-2-(10-(naphthalen-1-yl)anthracen-9-yl)-2',3'-dihydro-spiro-[fluorene-9,1'-indene]